C12(CC3CC(CC(C1)C3)C2)C=O adamantyl-methane-1-one